4-[6-fluoro-4-[3-(trifluoromethyl)-7,8-dihydro-5H-1,6-naphthyridin-6-yl]quinazolin-2-yl]morpholine FC=1C=C2C(=NC(=NC2=CC1)N1CCOCC1)N1CC=2C=C(C=NC2CC1)C(F)(F)F